1-(((cyclohexanecarbonyl)oxy)methyl)-5-(4-(hexyloxy)-1,2,5-thiadiazol-3-yl)-1-methyl-1,2,3,6-tetrahydropyridin-1-ium iodide Chloromethyl-cyclohexanecarboxylate ClCOC(=O)C1CCCCC1.[I-].C1(CCCCC1)C(=O)OC[N+]1(CCC=C(C1)C1=NSN=C1OCCCCCC)C